Cl.CNCC1N(CCCC1)C(=O)OC1=CC=CC=C1 phenyl 2-((methylamino)methyl)piperidine-1-carboxylate hydrochloride